Cl.NC(=CC(=O)OCC1CCC1)N cyclobutylmethyl 3,3-diaminoacrylate hydrochloride